N[C@H]1CC2(CN(C2)C=2C(NC(=CN2)SC2=C(C(=CC=C2)Cl)Cl)=O)CC1 (R)-3-(6-amino-2-azaspiro[3.4]oct-2-yl)-6-((2,3-dichlorophenyl)thio)pyrazin-2(1H)-one